1-[6-(5-Propyl-1H-imidazol-2-yl)pyridin-2-yl]-1,4-diazepane C(CC)C1=CN=C(N1)C1=CC=CC(=N1)N1CCNCCC1